C1(=CC=CC=C1)N1N=C(C(C1C1=C(C(=NO1)C)[N+](=O)[O-])C1=CC=C(C=C1)C)C1=CC=CC=C1 5-(1,3-diphenyl-4-(p-tolyl)-4,5-dihydro-1H-pyrazol-5-yl)-3-methyl-4-nitroisoxazole